O1CCN(CC1)C1=C2C[C@@H](N(CC2=CC=C1)C(=O)OC(C)(C)C)CN([C@H]1CCCC=2C=CC=NC12)CCC tert-butyl (R)-5-morpholino-3-((propyl((S)-5,6,7,8-tetrahydroquinolin-8-yl)amino)methyl)-3,4-dihydroisoquinoline-2(1H)-carboxylate